COC1=CC=C(C=C1)C1=NOC(=N1)N1CCC(CC1)C(=O)NCC1CN(CC1)C1COCC1 1-(3-(4-Methoxyphenyl)-1,2,4-oxadiazol-5-yl)-N-((1-(tetrahydrofuran-3-yl)pyrrolidin-3-yl)methyl)piperidine-4-carboxamide